C1(CC1)C=1C(=CC(=C(C(=O)O)C1)F)COCC1(CN(C1)CC1=CC(=C(C=C1)Cl)Cl)F 5-cyclopropyl-4-(((1-(3,4-dichlorobenzyl)-3-fluoroazetidin-3-yl)methoxy)methyl)-2-fluorobenzoic acid